3-chloro-1,4-dimethylquinolinone ClC=1C(N(C2=CC=CC=C2C1C)C)=O